C(C1=CC=CC=C1)(=O)C=1/C(/C(N2C1NCCC2)(O)C2=CC=C(C=C2)F)=C/2\C(OC1=CC=C(C=C1C2=O)Cl)=O (E)-3-(8-benzoyl-6-(4-fluorophenyl)-6-hydroxy-1,2,3,4-tetrahydropyrrolo[1,2-a]pyrimidin-7(6H)-ylidene)-6-chlorochroman-2,4-dione